4-[3-[2-[4-Chloro-3-(trifluoromethyl)phenyl]ethyl]-3-(dimethylamino)-1-piperidyl]-N-[(2,4-dimethoxyphenyl)methyl]-2,6-difluoro-N-pyrimidin-4-yl-benzenesulfonamide ClC1=C(C=C(C=C1)CCC1(CN(CCC1)C1=CC(=C(C(=C1)F)S(=O)(=O)N(C1=NC=NC=C1)CC1=C(C=C(C=C1)OC)OC)F)N(C)C)C(F)(F)F